Cl.C1(=C(C=CC=C1)C1=[NH+]C=CC=C1)C1=C(C=CC=C1)C1=[NH+]C=CC=C1 2,2'-([1,1'-biphenyl]-2,2'-diyl)bis(pyridin-1-ium) hydrochloride